(2s,4S)-2-((1R,6S)-6-Phenyl-3-azabicyclo[4.1.0]heptan-3-carbonyl)-7-oxa-5-azaspiro[3.4]octan-6-on C1(=CC=CC=C1)[C@]12CCN(C[C@@H]2C1)C(=O)C1CC2(C1)NC(OC2)=O